C1(=CC=CC=C1)C=1OC2=C(N1)C=CC(=C2)C(=O)O 2-Phenyl-1,3-benzoxazole-6-carboxylic acid